ClC1=CC=C(C=C1)NC(CC(CO)N1CC2(CCC1)CN(CCC2)C2=CC=C(C=C2)OC(F)(F)F)=O N-(4-chlorophenyl)-4-hydroxy-3-{8-[4-(trifluoromethoxy)phenyl]-2,8-diazaspiro[5.5]undecan-2-yl}butanamide